C(CC(C)CCC=C(C)C)OCC=O Citronellyloxyacetaldehyd